ClC=1C(=C(C=CC1)NC=1C2=C(N=CN1)C=NC(=C2)N2CNCCC2)F N-(3-chloro-2-fluoro-phenyl)-6-hexahydropyrimidin-1-yl-pyrido[3,4-d]pyrimidin-4-amine